1-(3-aminopropyl)-4-(2-methoxyphenyl)piperazine NCCCN1CCN(CC1)C1=C(C=CC=C1)OC